FC1=C(C=CC=C1CN1C(OC2=C(C=CC(=C2)OC=2N=NC=CC2)C12COC2)=O)CS(=O)(=O)NC 1-(2-fluoro-3-{[2-oxo-7-(pyridazin-3-yloxy)-2,3-dihydrospiro[1,3-benzoxazine-4,3'-oxetan]-3-yl]methyl}phenyl)-N-methylmethanesulfonamide